C1N(CC2=CC=CC=C12)C1=NC2=C(C=C(C=C2C(N1C1CC(C1)OC(C1=CC=C(C=C1)[N+](=O)[O-])=O)=O)C)C(C)NC1=C(C(=O)OC)C=CC=C1 methyl 2-[1-[2-(1,3-dihydroisoindol-2-yl)-6-methyl-3-[3-(4-nitrobenzoyl)oxycyclobutyl]-4-oxoquinazolin-8-yl]ethylamino]benzoate